C(C)OC(CC(C1=C(C2=C(N(N=N2)C)C=C1)C)C1=C2CCN(CC2=CC=C1)C(=O)C1(CCCC1)C1=CC=CC=C1)=O (l)-3-[2-(1-Phenylcyclopentoyl)-1,2,3,4-tetrahydroisoquinolin-5-yl]-3-(1,4-dimethylbenzotriazol-5-yl)propionic acid ethyl ester